C(C)(C)OCCN1CC(C1)C(=O)NC=1N=CC2=CC=C(C=C2C1)C=1C=NN(C1)C 1-(2-isopropoxyethyl)-N-(6-(1-methyl-1H-pyrazol-4-yl)isoquinolin-3-yl)azetidine-3-carboxamide